6-[4-(1R,4s)-[(4-[[(2S)-1-[6-oxo-5-(trifluoromethyl)-1,6-dihydropyridazin-4-yl]pyrrolidin-2-yl]methoxy]cyclohexyl)carbonyl]piperazin-1-yl]pyridine-3-carbonitrile O=C1C(=C(C=NN1)N1[C@@H](CCC1)COC1CCC(CC1)C(=O)N1CCN(CC1)C1=CC=C(C=N1)C#N)C(F)(F)F